N-(2-(2-fluorophenyl)-2-oxoethyl)-1-hydroxy-2-isopropyl-5-methylcyclohexane-1-carboxamide FC1=C(C=CC=C1)C(CNC(=O)C1(C(CCC(C1)C)C(C)C)O)=O